(1R,4R,5R)-benzyl 5-(tert-butoxycarbonyl(4-methoxyphenyl)amino)-2-azabicyclo[2.2.1]heptane-2-carboxylate C(C)(C)(C)OC(=O)N([C@H]1[C@H]2CN([C@@H](C1)C2)C(=O)OCC2=CC=CC=C2)C2=CC=C(C=C2)OC